1'-(6-amino-5-((2-amino-3-chloropyridin-4-yl)thio)pyrazin-2-yl)spiro[chromane-4,4'-piperidin]-3-amine NC1=C(N=CC(=N1)N1CCC2(CC1)C(COC1=CC=CC=C12)N)SC1=C(C(=NC=C1)N)Cl